S1C=C(C=C1)C1=CC=C(C=C1)SC=1C=C(C(=CC1)N)N 4-((4-(thiophen-3-yl)phenyl)thio)benzene-1,2-diamine